[C@H]12CN(C[C@H](CC1)N2)C2=NC(=NC1=C(C(=C(C=C21)F)C2=CNC1=CC=C(C=C21)Cl)F)OCC21CCCN1CCC2 4-((1R,5S)-3,8-diazabicyclo[3.2.1]octan-3-yl)-7-(5-chloro-1H-indol-3-yl)-6,8-difluoro-2-((tetrahydro-1H-pyrrolizin-7a(5H)-yl)methoxy)quinazoline